ClC1=NC=C(C(=C1)C1=CC(=NN1COCC[Si](C)(C)C)C(=O)C1CC12NCCC(C2)C(=O)O)F [5-(2-chloro-5-fluoropyridin-4-yl)-1-[[2-(trimethylsilyl)ethoxy]methyl]pyrazole-3-carbonyl]-4-azaspiro[2.5]octane-7-carboxylic acid